OCC([C@@H](C[C@H]1C(NCC1)=O)NC(=O)[C@@H]1N(C[C@@H]2[C@H]1CCC2)C(=O)C=2NC1=CC=CC=C1C2)=O (1R,3aS,6aR)-N-((R)-4-hydroxy-3-oxo-1-((S)-2-oxopyrrolidin-3-yl)butan-2-yl)-2-(1H-indole-2-carbonyl)octahydrocyclopenta[c]pyrrole-1-carboxamide